N1(N=NC2=C1C=CC=C2)CC(=O)N(C2=CC=C(C=C2)C=2NC=CN2)CC2=CC(=CC(=C2)F)F 2-(benzotriazol-1-yl)-N-[(3,5-difluorophenyl)methyl]-N-[4-(1H-imidazol-2-yl)phenyl]acetamide